Methyl (S)-1-allyl-2-((5-((tert-butoxycarbonyl)amino)-7-chloro-1-((2-(trimethylsilyl)ethoxy)methyl)-1H-pyrrolo[3,2-b]pyridin-2-yl)methyl)-5-fluoro-3-oxoisoindoline-1-carboxylate C(C=C)[C@@]1(N(C(C2=CC(=CC=C12)F)=O)CC1=CC2=NC(=CC(=C2N1COCC[Si](C)(C)C)Cl)NC(=O)OC(C)(C)C)C(=O)OC